benzyl (2-methyl-4-(4,4,5,5-tetramethyl-1,3,2-dioxaborolan-2-yl)benzyl)carbamate CC1=C(CNC(OCC2=CC=CC=C2)=O)C=CC(=C1)B1OC(C(O1)(C)C)(C)C